FC(SC1=CC=C(C(=O)Cl)C=C1)(F)F 4-(trifluoro-methyl-thio)benzoyl chloride